2-amino-3-(4-chlorophenyl)-3-hydroxypropionic acid NC(C(=O)O)C(O)C1=CC=C(C=C1)Cl